FC(C=1C(=C(C=CC1)[C@@H](C)NC1=C2C(=C(N=N1)C)N=CC(=C2)N2CCC(CC2)CN(C)C)F)F (R)-N-(1-(3-(difluoromethyl)-2-fluorophenyl)ethyl)-3-(4-((dimethylamino)methyl)piperidin-1-yl)-8-Methylpyrido[2,3-d]pyridazin-5-amine